silicon antimony telluride [Sb]=[Te].[Si]